C1(=CC=CC2=CC=CC=C12)C1=CC=C(C=C1)C1=CC(=CC2=C1N=C(O2)C2=CC(=CC=C2)Cl)C2=CC=C(C=C2)C2=CC=CC1=CC=CC=C21 4,6-bis(4-naphthalen-1-yl-phenyl)-2-(3-chloro-phenyl)-benzoxazole